C(O)C(C(=O)O)(C)CO bis(methylol)propionic acid